C1(CC1)C1=CC(=NC(=N1)NC(=O)NC1=CC=C(C=C1)OC(F)(F)F)NCCCN(C(OC(C)(C)C)=O)C tert-Butyl (3-((6-cyclopropyl-2-(3-(4-(trifluoromethoxy)phenyl)ureido)-pyrimidin-4-yl)amino)propyl)(methyl)carbamate